C(C1=CC=CC=C1)C1=C(C=CC(=C1)C)CCCN1CCN(CC1)C (3-(2-Benzyl-4-methylphenyl)propyl)-4-methylpiperazine